C(C)(=O)N1CCN(CC1)C1CCC(CC1)NC(=O)C1=CC2=C(N(N=C2C)CC(C)(C)C)S1 N-((1r,4r)-4-(4-acetylpiperazin-1-yl)-cyclohexyl)-3-meth-yl-1-neopentyl-1H-thieno[2,3-c]pyrazole-5-carboxamide